C(C)(C)(C)OC(N[C@@H](C(=O)N1CCN(CC1)C1=NC=C(C=C1)C=1C=2N(C=C(C1)OCC)N=CC2C#N)CC(C)C)=O (R)-(1-(4-(5-(3-cyano-6-ethoxypyrazolo[1,5-a]pyridin-4-yl)pyridin-2-yl)piperazin-1-yl)-4-methyl-1-oxopent-2-yl)carbamic acid tert-butyl ester